13,15-dihydroxy-docosatetraenoic acid OC(CCCC=CC=CC=CC=CC(=O)O)CC(CCCCCCC)O